OC1CCN(CC1)C1=NC(=CC2=CC=CC=C12)C(=O)O 1-(4-hydroxypiperidin-1-yl)isoquinoline-3-carboxylic acid